N1C=CC=2C1=NC=C(C2)OC=2C=C(C=CC2C(=O)NS(=O)(=O)C2=CC(=C(C=C2)NCC2CCOCC2)[N+](=O)[O-])C=2CCC(CC2)=O 3-((1H-pyrrolo[2,3-b]pyridin-5-yl)oxy)-N-((3-nitro-4-(((tetrahydro-2H-pyran-4-yl)methyl)amino)phenyl)sulfonyl)-4'-oxo-2',3',4',5'-tetrahydro[1,1'-biphenyl]-4-carboxamide